ferrocenal [C-]1(C=CC=C1)C=O.[CH-]1C=CC=C1.[Fe+2]